C(C)(C)[Si](C(C)C)(C(C)C)C#CC1=C(C2=CC=CC=C2C=C1)B(O)O ((((triisopropylsilyl)ethynyl)naphthalen-1-yl))boronic acid